BrC1=NN(C2=C1N=C(N=C2)C=2C(=NC=NC2OC)C2CC2)COCC[Si](C)(C)C 2-[[3-bromo-5-(4-cyclopropyl-6-methoxy-pyrimidin-5-yl)pyrazolo[4,3-d]pyrimidin-1-yl]methoxy]ethyl-trimethyl-silane